3-(1,1-dimethylethoxy)propylamine CC(C)(OCCCN)C